4-fluoro-1-[2-(5-methoxy-1-methyl-1H-1,2,4-triazol-3-yl)acetyl]-N-{phenyl[5-(propan-2-yl)pyridin-2-yl]methyl}pyrrolidine-2-carboxamide FC1CC(N(C1)C(CC1=NN(C(=N1)OC)C)=O)C(=O)NC(C1=NC=C(C=C1)C(C)C)C1=CC=CC=C1